3-[3-Methyl-5-[4-(5-oxa-2-azaspiro[3.4]oct-7-ylmethyl)piperazin-1-yl]-2-oxo-benzoimidazol-1-yl]piperidine-2,6-dione CN1C(N(C2=C1C=C(C=C2)N2CCN(CC2)CC2COC1(CNC1)C2)C2C(NC(CC2)=O)=O)=O